C(C)(C)(C)C1=CC=C(C=C1)C=1C=2N(C3=CC=C(C=C3N1)C(=O)O)C=C(C2)O 4-(4-(tert-butyl)phenyl)-2-hydroxypyrrolo[1,2-a]quinoxaline-7-carboxylic acid